SC(C(=O)OC(\C=C\C)=O)C crotonyl mercaptopropionate